[S].[P].[Cr].[Li] lithium chromium phosphorus sulfur